ClC=1C=C2C=C(NC2=CC1NCC1=NOC(=C1)C)CNC(=O)N1CCCC1 N-[(5-chloro-6-{[(5-methyl-3-isoxazolyl)methyl]amino}-2-indolyl)methyl]-1-pyrrolidinecarboxamide